3-((4-methoxybenzyl)oxy)pyridinecarbonitrile COC1=CC=C(COC=2C(=NC=CC2)C#N)C=C1